C1(CC1)N(C(C1=CC=C(C=C1)CNC1=NC=NC2=C1SC=1N=NC(=C(C12)C)C)=O)C N-cyclopropyl-4-[[(3,4-dimethylpyrimidino[4',5':4,5]thieno[2,3-c]pyridazin-8-yl)amino]methyl]-N-methyl-benzamide